(1r,2s)-6-hydroxy-2-phenyl-tetrahydronaphthalene OC=1C=C2CC[C@@H](CC2=CC1)C1=CC=CC=C1